C[Si](CCOCN1N=CC(=C1)C1=CC=C(N=N1)C(=O)O)(C)C 6-(1-((2-(trimethylsilyl)ethoxy)methyl)-1H-pyrazol-4-yl)pyridazine-3-carboxylic acid